N-(3,5-dibromo-4-fluorophenyl)ethanesulfonamide BrC=1C=C(C=C(C1F)Br)NS(=O)(=O)CC